N[C@@H]1CN(CC[C@H]1F)C1=NC2=C(N1CC1=NC=C(C=N1)Cl)C=C(C=C2)C#N 2-((3R,4R)-3-amino-4-fluoropiperidin-1-yl)-1-((5-chloropyrimidin-2-yl)methyl)-1H-benzo[d]imidazole-6-carbonitrile